2-(3-(2-(2H-1,2,3-triazol-2-yl)propan-2-yl)-1-cyclopropyl-1H-pyrazol-5-yl)-N4-ethyl-6-methoxy-5-(trifluoromethyl)pyrimidine-2,4-diamine N=1N(N=CC1)C(C)(C)C1=NN(C(=C1)C1(NC(=C(C(=N1)NCC)C(F)(F)F)OC)N)C1CC1